O1CCN(CC1)C=1C2=C(N=CN1)N(C(=C2)C2=CC=C(C=C2)NC(=O)C2=NC=CC(=C2)CN2CCC(CC2)NC(OC(C)(C)C)=O)COCC[Si](C)(C)C tert-butyl (1-((2-((4-(4-morpholino-7-((2-(trimethylsilyl)ethoxy)methyl)-7H-pyrrolo[2,3-d]pyrimidin-6-yl)phenyl)carbamoyl)pyridin-4-yl)methyl)piperidin-4-yl)carbamate